C(C)(C)OC=1C(=CC2=CN(N=C2C1)C1COCCC1)C(=O)O 6-isopropoxy-2-(tetrahydro-2H-pyran-3-yl)-2H-indazole-5-carboxylic acid